7-(vinylsulfonyl)-7-azaspiro[3.5]nonan-2-one C(=C)S(=O)(=O)N1CCC2(CC(C2)=O)CC1